trans-3-[(2,3-difluorobenzyl)oxy]-N-{3-[4-(difluoromethyl)-6-oxo-1,6-dihydropyrimidin-2-yl]-2-Fluoro-4-(trifluoromethyl)benzyl}cyclobutane-1-carboxamide FC1=C(CO[C@@H]2C[C@H](C2)C(=O)NCC2=C(C(=C(C=C2)C(F)(F)F)C=2NC(C=C(N2)C(F)F)=O)F)C=CC=C1F